N-(2-hydroxyethyl)-2-hydroxypropanamide OCCNC(C(C)O)=O